OC1=CC(=NC(=N1)N)N 6-hydroxy-2,4-diaminopyrimidine